cyclopropyl-1-(4-(2,3-dihydro-1H-inden-1-yl)piperazin-1-yl)-2-(3-((2S,6R)-2,6-dimethylmorpholine-4-carbonyl)-5,6-dihydrocyclopenta[c]pyrazol-1(4H)-yl)ethan-1-one C1(CC1)C(C(=O)N1CCN(CC1)C1CCC2=CC=CC=C12)N1N=C(C2=C1CCC2)C(=O)N2C[C@@H](O[C@@H](C2)C)C